BrC=1C=NN(C1)CCOC1OCCCC1 4-bromo-1-(2-tetrahydropyran-2-yloxyethyl)pyrazole